N-(3-cyano-4-morpholinophenyl)-3-methyl-1-neopentyl-1H-thieno[2,3-c]pyrazole-5-carboxamide C(#N)C=1C=C(C=CC1N1CCOCC1)NC(=O)C1=CC2=C(N(N=C2C)CC(C)(C)C)S1